Dihydropyran C1CC=COC1